N-(2-fluoro-4-(hydrazinecarbonyl)benzyl)-N-(3-(1-methylpiperidin-4-yl)phenyl)ethanesulfonamide FC1=C(CN(S(=O)(=O)CC)C2=CC(=CC=C2)C2CCN(CC2)C)C=CC(=C1)C(=O)NN